N,N'-dimethyl-N,N'-bis(trimethylsilyl) ethylenediamine tert-Butyl 5,7-difluoro-3-(4,4,5,5-tetramethyl-1,3,2-dioxaborolan-2-yl)-1H-indole-1-carboxylate FC=1C=C2C(=CN(C2=C(C1)F)C(=O)OC(C)(C)C)B1OC(C(O1)(C)C)(C)C.CN(CCN([Si](C)(C)C)C)[Si](C)(C)C